4-Ethoxy-3-methoxybenzoic acid ethyl ester C(C)OC(C1=CC(=C(C=C1)OCC)OC)=O